N-(5-(4-cyanophenyl)thiazolo[5,4-b]pyridin-2-yl)-5-(2-methoxyphenyl)pyridazine-4-carboxamide C(#N)C1=CC=C(C=C1)C1=CC=C2C(=N1)SC(=N2)NC(=O)C2=CN=NC=C2C2=C(C=CC=C2)OC